5-methoxy-2-(trifluoromethyl)pyrimidine 1-oxide COC=1C=NC(=[N+](C1)[O-])C(F)(F)F